O.O.C(CC(O)(C(=O)[O-])CC(=O)[O-])(=O)[O-].[Na+].[Na+].[Na+] tri-Sodium citrate dihydrate